Cl.N[C@H](C(=O)OC)CCC(NS(=O)(=O)C1=CC=CC=C1)=O methyl (2S)-2-amino-4-[(benzenesulfonyl)carbamoyl]butanoate hydrochloride